COC=1C=C(OC2=CC=C(C=N2)N2CNC3=NC=CN=C32)C=CC1C 3-[6-(3-methoxy-4-methyl-phenoxy)-3-pyridyl]-1H-imidazo[4,5-b]pyrazin